2-cyclopropyl-5-[3-(trifluoromethyl)phenoxy]Pyrimidine-4-carboxamide C1(CC1)C1=NC=C(C(=N1)C(=O)N)OC1=CC(=CC=C1)C(F)(F)F